C(C)OC=1C=C(C=CC1C=1NC(C2=C(N1)NN=N2)=O)C2=CC=C(C=C2)NCC(=O)O (3'-ethoxy-4'-(7-oxo-6,7-dihydro-3H-[1,2,3]triazolo[4,5-d]pyrimidin-5-yl)-[1,1'-biphenyl]-4-yl)glycine